N-(2-((tert-butyldimethylsilyl)oxy)-5-(1-oxo-7-phenyl-1,3,4,5-tetrahydro-2H-benzo[c]azepin-2-yl)phenyl)-4-fluorobenzenesulfonamide [Si](C)(C)(C(C)(C)C)OC1=C(C=C(C=C1)N1C(C2=C(CCC1)C=C(C=C2)C2=CC=CC=C2)=O)NS(=O)(=O)C2=CC=C(C=C2)F